methacryloxymethyltri(trimethylsiloxy)silane C(C(=C)C)(=O)OC[Si](O[Si](C)(C)C)(O[Si](C)(C)C)O[Si](C)(C)C